BrC1=C(C(=NO1)C)NC(O[C@H](C)C1=CC=CC=C1)=O (R)-1-phenylethyl (5-bromo-3-methylisoxazol-4-yl)carbamate